methyl 4-{[(2S)-1-(4-{[5-(1,2-oxazol-5-yl)thiophen-2-yl]sulfonyl}piperazin-1-yl)propan-2-yl]amino}quinazoline-8-carboxylate O1N=CC=C1C1=CC=C(S1)S(=O)(=O)N1CCN(CC1)C[C@H](C)NC1=NC=NC2=C(C=CC=C12)C(=O)OC